C(C)(C)(C)OC(=O)N1CCC(CC1)(C(N[C@@H](CCC=O)C1=CC=CC=C1)=O)O (S)-4-hydroxy-4-((4-oxo-1-phenylbutyl)carbamoyl)piperidine-1-carboxylic acid tert-butyl ester